(R)-(3-aminopiperidin-1-yl)(2-(1-((5-methoxypyridin-2-yl)methyl)-1H-indol-2-yl)-3-methylimidazo[1,2-a]pyridin-7-yl)methanone N[C@H]1CN(CCC1)C(=O)C1=CC=2N(C=C1)C(=C(N2)C=2N(C1=CC=CC=C1C2)CC2=NC=C(C=C2)OC)C